BrC1=CC(=C(C=C1F)NS(=O)(=O)C1=CN(C2=CC(=CC=C12)Cl)CC(C(F)(F)F)O)F N-(4-bromo-2,5-difluorophenyl)-6-chloro-1-(3,3,3-trifluoro-2-hydroxypropyl)indole-3-sulfonamide